ClC1=NC=C(C(=C1)N1CCC2(CCN(C2)C)CC1)C=1C=NN(C1)C1CCOCC1 8-(2-chloro-5-(1-(tetrahydro-2H-pyran-4-yl)-1H-pyrazol-4-yl)pyridin-4-yl)-2-methyl-2,8-diazaspiro[4.5]decane